FC=1C(=NC(=NC1)NC1CCC(CC1)N)C1=CN=C2N1C=C(C=C2)C=2C=NC=CC2 (1r,4r)-N1-(5-Fluoro-4-(6-(pyridin-3-yl)imidazo[1,2-a]pyridin-3-yl)pyrimidin-2-yl)cyclohexane-1,4-diamine